4-[3-(3,4-dimethoxybenzyl)-2,4-dioxo-6-(2,2,2-trifluoroethoxy)-3,4-dihydroquinazolin-1(2H)-yl]piperidine-1-carbaldehyde COC=1C=C(CN2C(N(C3=CC=C(C=C3C2=O)OCC(F)(F)F)C2CCN(CC2)C=O)=O)C=CC1OC